N1N=CC=2CCCCC12 6,7-dihydro-4H-indazole